FC1=C(CN2C=NN(C2=O)C2=CC(=C(OC3=C(N=C(S3)CC(=O)N)C)C=C2)F)C(=CC=C1)F 2-(5-(4-(4-(2,6-difluorobenzyl)-5-oxo-4,5-dihydro-1H-1,2,4-triazol-1-yl)-2-fluorophenoxy)-4-methylthiazol-2-yl)acetamide